ClC=1C=C(C(=NC1)NC(CO)(C)C)C1=CN=CO1 2-((5-chloro-3-(oxazol-5-yl)pyridin-2-yl)amino)-2-methylpropan-1-ol